Cl.Cl.C(=O)(O)C=1C(=C(C(=O)NCCN(CCN(CCN(C(C2=C(C(=CC=C2)C(=O)O)OC)=O)CCCCCC(=O)OCC)CCNC(C2=C(C(=CC=C2)C(=O)O)OC)=O)CCNC(C2=C(C(=CC=C2)C(=O)O)OC)=O)C=CC1)OC N1,N1,N2-tris(2-(3-carboxy-2-methoxybenzamido)ethyl)-N2-(2-(3-carboxy-N-(6-ethoxy-6-oxohexyl)-2-methoxybenzamido)ethyl)ethane-1,2-diamine-2HCl